ClC1=C(CCC2=CC(=CC=C12)OCC=1C=C2C(=NN(C2=CC1)C(C)C)Cl)C=O 1-[-]-chloro-6-(3-chloro-1-isopropyl-1H-indazol-5-ylmethoxy)-3,4-dihydro-naphthalene-2-carbaldehyde